NC1=NC=2C=C(C=CC2C2=C1N=C(N2CC(CO)(C)CO)COCC)CCCN2CCN(CC2)C(CCCNC(OC(C)(C)C)=O)=O Tert-butyl (4-(4-(3-(4-amino-2-(ethoxymethyl)-1-(3-hydroxy-2-(hydroxymethyl)-2-methylpropyl)-1H-imidazo[4,5-c]quinolin-7-yl)propyl)piperazin-1-yl)-4-oxobutyl)carbamate